CC(C(=O)O)(CN)C alpha-methyl-aminoisobutyric acid